CC1=CC=C(C=C1)/C=C/CC (E)-4-(4-methylphenyl)but-3-ene